O=C1N([C@@H](CC12CC=CC2)C(=O)OCC)C(=O)OC(C)(C)C 2-(tert-butyl) 3-ethyl (S)-1-oxo-2-azaspiro[4.4]non-7-ene-2,3-dicarboxylate